C(=O)O.ClC=1C=C2CCCN(C2=C(C1)C1=C2C(=NC=C1)C=C(S2)CN2C(CCC2=O)=O)C2CN(C2)CC 1-((7-(6-chloro-1-(1-ethylazetidin-3-yl)-1,2,3,4-tetrahydroquinolin-8-yl)thieno[3,2-b]pyridin-2-yl)methyl)pyrrolidine-2,5-dione, formic acid salt